4-cyclohexylidenebutan-2-one C1(CCCCC1)=CCC(C)=O